benzyl N-[[(2R)-2-benzyloxy-5-hydroxy-2-(trifluoromethyl)pentanoyl]amino]carbamate C(C1=CC=CC=C1)O[C@@](C(=O)NNC(OCC1=CC=CC=C1)=O)(CCCO)C(F)(F)F